C12(CC3CC(CC(C1)C3)C2)C=2C=C(C=CC2O)C2=C(C=C(C=C2)C=CC(=O)O)C=NO 3-[3'-adamantan-1-yl-4'-hydroxy-2-(hydroxyimino-methyl)-biphenyl-4-yl]-acrylic acid